BrC1=CC(=C(C(=O)NC2=CC(=C(C=C2)Br)F)C=C1)C 4-bromo-N-(4-bromo-3-fluorophenyl)-2-methylbenzamide